3-[(2,6-dichlorophenyl)methoxy]-2-nitropyridine ClC1=C(C(=CC=C1)Cl)COC=1C(=NC=CC1)[N+](=O)[O-]